C(C1=CC=CC=C1)=N[C@@H]1CC[C@H](CC1)O trans-4-(benzylidene-amino)-cyclohexanol